N-[[6-(tetrahydropyran-4-carbonyl)-6-azaspiro[2.5]octan-2-yl]methyl]furo[2,3-c]pyridine-2-carboxamide O1CCC(CC1)C(=O)N1CCC2(C(C2)CNC(=O)C2=CC=3C(=CN=CC3)O2)CC1